2-[(6-fluorochroman-2-carbonyl)amino]-4-[3-[2-(5,6,7,8-tetrahydro-1,8-naphthyridin-2-yl)ethyl]cyclobutoxy]butanoic acid FC=1C=C2CCC(OC2=CC1)C(=O)NC(C(=O)O)CCOC1CC(C1)CCC1=NC=2NCCCC2C=C1